O=C1NC(CCC1NC=1C=C(CN2CCN(CC2)C2=CC=C(C=C2)NC2=NC=C(C(=N2)NCC=2C(=NC=CC2)N(S(=O)(=O)C)C)C(F)(F)F)C=CC1)=O N-(3-(((2-((4-(4-(3-((2,6-dioxopiperidin-3-yl)amino)benzyl)piperazin-1-yl)phenyl)amino)-5-(trifluoromethyl)pyrimidin-4-yl)amino)methyl)pyridin-2-yl)-N-methylmethanesulfonamide